C1N(CCC2=CC=CC=C12)C[C@H](CNC(=O)N1C[C@@H](CCC1)N1C(CC[C@H](C1)C)=O)O (3'R,5R)-N-((S)-3-(3,4-dihydroisoquinolin-2(1H)-yl)-2-hydroxypropyl)-5-methyl-2-oxo-[1,3'-bipiperidine]-1'-carboxamide